ClC=1C=C(NC2(CCC3(C(CC4=CC=CC=C34)C3=CC(=CC=C3)C)CC2)C(=O)O)C=CC1 (1r,4r)-4-(3-chloroanilino)-2'-(3-methylphenyl)-2',3'-dihydrospiro[cyclohexane-1,1'-indene]-4-carboxylic acid